N1=CC(=CC=C1)CN1N=C(C=C1)C=1C2=C(N=C(N1)C1=CC=C(C=C1)C(F)(F)F)CN(CC2)C(C=C)=O 1-(4-(1-(pyridin-3-ylmethyl)-1H-pyrazol-3-yl)-2-(4-(trifluoromethyl)phenyl)-5,8-dihydropyrido[3,4-d]pyrimidin-7(6H)-yl)prop-2-en-1-one